CCC(=O)O[C@](CC1=CC=CC=C1)(C2=CC=CC=C2)[C@H](C)CN(C)C The molecule is the (1S,2R)-(+)-diastereoisomer of propoxyphene. It has a role as an opioid analgesic and a mu-opioid receptor agonist. It is an enantiomer of a levopropoxyphene.